FC1=C2C(=NC(=C1)CC(C)=O)C(CC2C#N)(C)C 4-fluoro-7,7-dimethyl-2-(2-oxopropyl)-6,7-dihydro-5H-cyclopenta[b]pyridine-5-carbonitrile